FC1=C2NC(C=3N(C2=CC=C1CN1CC=2NC(=NC2C1)C=1C=CC(=NC1)C(=O)NC)N=CC3C)=O 5-(5-((6-fluoro-3-methyl-4-oxo-4,5-dihydropyrazolo[1,5-a]quinoxalin-7-yl)methyl)-1,4,5,6-tetrahydropyrrolo[3,4-d]imidazol-2-yl)-N-methylpicolinamide